C(C1=CC=CC=C1)C1=CC=C(C=C1)O para-benzyl-phenol